bis-[beta-(3,5-di-tert-butyl-4-hydroxyphenyl)propionyl]hydrazine C(C)(C)(C)C=1C=C(C=C(C1O)C(C)(C)C)CCC(=O)NNC(CCC1=CC(=C(C(=C1)C(C)(C)C)O)C(C)(C)C)=O